3-Methyl-7-(1H-pyrazol-4-yl)-8,9,10,11-tetrahydro-3H-pyrazolo[4,3-a]phenanthridine CN1N=CC=2C1=CC=C1N=C(C=3CCCCC3C21)C=2C=NNC2